CN(CC(=O)NC1=CC=CC=C1)C=1C2=C(N=C(N1)C1=NC=CC=C1)CCC2 2-{methyl[2-(pyridin-2-yl)-5H,6H,7H-cyclopenta[d]pyrimidin-4-yl]amino}-N-phenylacetamide